Cl.CC1(CC(=NO1)C1C2CNCC12)C 6-(5,5-dimethyl-4,5-dihydro-1,2-oxazol-3-yl)-3-azabicyclo[3.1.0]hexane hydrochloride